(R)-4-((4-cyclohexylphenyl)amino)-2-(2-methylmorpholino)pyrido[2,3-d]pyrimidine-6-carboxylic acid methyl ester COC(=O)C1=CC2=C(N=C(N=C2NC2=CC=C(C=C2)C2CCCCC2)N2C[C@H](OCC2)C)N=C1